4-(4-(5-chloro-1H-pyrazolo[3,4-c]pyridin-7-yl)benzyl)morpholine ClC=1C=C2C(=C(N1)C1=CC=C(CN3CCOCC3)C=C1)NN=C2